FC(C(CN1N=CC(=C1)C=1C(=NC=C(C1)F)C1=CC2=C(N(C(=N2)C)C)C=C1)(C)C)(C)F 5-(3-(1-(3,3-difluoro-2,2-dimethylbutyl)-1H-pyrazol-4-yl)-5-fluoropyridin-2-yl)-1,2-dimethyl-1H-benzo[d]imidazole